5-bromo-6-methoxyisoindolin-1-one BrC=1C=C2CNC(C2=CC1OC)=O